N-((3R,4S)-4-((7-(2,6-dichloro-3,5-dimethoxyphenyl)-5-(3-hydroxy-3-methyl-azetidin-1-yl)-2,6-naphthyridin-3-yl)amino)tetrahydrofuran-3-yl)acrylamide ClC1=C(C(=C(C=C1OC)OC)Cl)C1=NC(=C2C=C(N=CC2=C1)N[C@H]1[C@H](COC1)NC(C=C)=O)N1CC(C1)(C)O